FC1=NN(C2=CC=CC=C12)\C(\C(=O)OCC)=C/OC1OC(C(=C1)C)=O ethyl (Z)-2-(3-fluoroindazol-1-yl)-3-[(4-methyl-5-oxo-2H-furan-2-yl)oxy]prop-2-enoate